C(C)(C)(C=1OCC(N1)CC1=CC=CC=C1)C=1OCC(N1)CC1=CC=CC=C1 isopropylidenebis(4-benzyl-2-oxazoline)